ClC1=NC=2N(C(=C1C1=C(C=C(C=C1F)C#CC1[C@@H]3CN(C[C@H]13)C(C)C)F)N[C@H](C(F)(F)F)C)N=CN2 5-Chloro-6-(2,6-difluoro-4-(((1R,5S,6s)-3-isopropyl-3-azabicyclo[3.1.0]hex-6-yl)ethynyl)phenyl)-N-((S)-1,1,1-trifluoropropan-2-yl)-[1,2,4]triazolo[1,5-a]pyrimidin-7-amine